O1C(COCC1)CNC(=O)C1=CC2=C(N(C(=N2)NC=2SC3=C(N2)C=CC(=C3)OC(F)(F)F)C)C=C1 1-Methyl-2-(6-trifluoromethoxy-benzothiazol-2-ylamino)-1H-benzoimidazole-5-carboxylic acid ([1,4]dioxan-2-ylmethyl)-amide